ClC1=C(C=CC(=C1)Cl)CN1N=C(C2=CC=CC=C12)C(=O)NC1=C(C=NC=C1F)F 1-[(2,4-dichlorophenyl)methyl]-N-(3,5-difluoro-4-pyridinyl)indazole-3-carboxamide